tert-butyl 3-[4-[[[2-(2,6-dioxo-3-piperidyl)-1,3-dioxo-isoindolin-4-yl]amino]methyl]triazol-1-yl]azetidine-1-carboxylate O=C1NC(CCC1N1C(C2=CC=CC(=C2C1=O)NCC=1N=NN(C1)C1CN(C1)C(=O)OC(C)(C)C)=O)=O